FC1=C(C=CC=C1)C1=C2C(=NC(=NC2=CC=C1)N)N (2-fluorophenyl)quinazoline-2,4-diamine